Cl.CN(C)C([C@@](C(=O)OC1[C@H](O)[C@@H](O)[C@H](O[C@H]2[C@H](O)[C@@H](O)[C@H](O)[C@H](O2)CO)[C@H](O1)CO)(N)C(C=O)C(C)C)C1=CC(=CC=C1)S(=O)(=O)N1CC(C1)(C1=CC=CC=C1)OC1=CC=CC=C1 beta-D-glucopyranosyl-(1→4)D-glucopyranose 1-(Dimethylamino)-3-methyl-1-oxobutan-2-yl-(2S)-2-amino-3-[3-(3-phenoxy-3-phenylazetidin-1-sulfonyl)phenyl]propanoate monohydrochloride